N-{8-fluoro-2-methylimidazo[1,2-a]pyridin-6-yl}-2-methoxy-5-[(3R,5S)-3,4,5-trimethylpiperazin-1-yl]quinazoline-8-carboxamide FC=1C=2N(C=C(C1)NC(=O)C=1C=CC(=C3C=NC(=NC13)OC)N1C[C@H](N([C@H](C1)C)C)C)C=C(N2)C